C1(=CC=CC=C1)N=C(C(F)(F)F)O[C@H]1[C@H](O)[C@@H](O)[C@@H](O)[C@H](O1)CO β-D-galactopyranosyl N-phenyltrifluoroacetimidate